5-bromo-2,4,6-trichloronicotinaldehyde BrC=1C(=NC(=C(C=O)C1Cl)Cl)Cl